8-fluoro-3-(3-(7-(2-hydroxypropan-2-yl)-4-oxo-4,5-dihydropyrrolo[1,2-a]quinoxalin-1-yl)-2-methylphenyl)-1-methylquinazoline FC=1C=CC=C2CN(CN(C12)C)C1=C(C(=CC=C1)C1=CC=C2N1C1=CC=C(C=C1NC2=O)C(C)(C)O)C